BrC=1C=C(C=CC1)OB(O)Br 3-bromophenyl-bromo-boronic acid